chromium perchlorate sodium [Na+].Cl(=O)(=O)(=O)[O-].[Cr+3].Cl(=O)(=O)(=O)[O-].Cl(=O)(=O)(=O)[O-].Cl(=O)(=O)(=O)[O-]